1-cyclopropyl-3-[4-[5-(4-ethyl-1,2,4-triazol-3-yl)-1-methyl-indazol-7-yl]oxyphenyl]imidazolidin-2-one C1(CC1)N1C(N(CC1)C1=CC=C(C=C1)OC=1C=C(C=C2C=NN(C12)C)C1=NN=CN1CC)=O